1,2'-dinaphthylamine C1=CC=C2C=C(C=CC2=C1)NC3=CC=CC4=CC=CC=C43